C1CCOC(=O)C2=CC=C(O2)C(=O)O1 furan-2,5-dicarboxylic acid trimethylene ester